NC1=C(N=C(N1C1=C(C(=CC=C1C)O)C)C(=O)NC1=C(C=C(C=C1)F)F)C(=O)N 5-amino-N2-(2,4-difluorophenyl)-1-(3-hydroxy-2,6-dimethylphenyl)-1H-imidazole-2,4-dicarboxamide